C(#N)C1=CC(=C(C=C1)CCCC(=O)O)NC(=O)[C@H]1[C@]2(C1)CCOC1=CC=C(C=C12)C=1C=NC=CC1 4-[4-cyano-2-({[(2'R,4S)-6-(3-pyridinyl)-2,3-dihydrospiro[chromen-4,1'-cyclopropane]-2'-yl]carbonyl}amino)phenyl]butanoic acid